C(C)C=1C=CC=C2C=CC=C(C12)N1CC=2N=C(N=C(C2CC1)N1CCN(CC1)C1=NC=NC=C1)OCC12CCCN2CCC1 7-(8-ethylnaphthalen-1-yl)-2-((hexahydro-1H-pyrrolizin-7a-yl)methoxy)-4-(4-(pyrimidin-4-yl)piperazin-1-yl)-5,6,7,8-tetrahydropyrido[3,4-d]pyrimidine